N-(2-methoxy-2-oxoethyl)-N,N-dimethylprop-2-yn-1-aminium COC(C[N+](CC#C)(C)C)=O